3-FLUORO-N-(4-(1-(1-HYDROXYCYCLOPROPANE-1-CARBONYL)PIPERIDIN-4-YL)PHENYL)-5,7-DIHYDRO-6H-PYRROLO[3,4-B]PYRIDINE-6-CARBOXAMIDE FC=1C=C2C(=NC1)CN(C2)C(=O)NC2=CC=C(C=C2)C2CCN(CC2)C(=O)C2(CC2)O